((3R,4S)-tetrahydrofuran-3,4-diyl)dimethanol O1C[C@H]([C@H](C1)CO)CO